C(C1=CC=CC=C1)(=O)SCC(C(C(=O)OCC)(C)COP(=O)(SCC(CNC)CNC)O)=O ethyl 4-(benzoylthio)-2-(((hydroxy((3-(methylamino)-2-((methylamino) methyl) propyl)thio)phosphoryl)oxy) methyl)-2-methyl-3-oxobutanoate